ethyl-2-methylPropionate C(C)OC(C(C)C)=O